2,6-dimethoxy-4-[6-(1-methylpyrazol-4-yl)pyrazolo[1,5-a]pyrimidin-3-yl]benzoic acid COC1=C(C(=O)O)C(=CC(=C1)C=1C=NN2C1N=CC(=C2)C=2C=NN(C2)C)OC